CS(=O)(=O)OCC1=C(C(=NC=C1)OCC)Cl (3-chloro-2-ethoxy-4-pyridyl)methyl methanesulfonate